[N+](=O)([O-])C1=C(C=CC(=C1)S(F)(F)(F)(F)F)NC(C)=O N-(2-Nitro-4-(Pentafluorosulfanyl)phenyl)acetamide